bicyclo[6.1.0]non-4-yn-9-yl-methanol C12CCC#CCCC2C1CO